CC=1C=C2CCCNC2=CC1 6-Methyl-1,2,3,4-tetrahydroquinoline